NC1=NN2C(C=C(C=C2)C=2C=NC(=C(C(=O)NCC3=C(C=CC=C3)OCC(F)(F)F)C2)C)=N1 5-(2-amino-[1,2,4]triazolo[1,5-a]pyridin-7-yl)-2-methyl-N-(2-(2,2,2-trifluoroethoxy)benzyl)nicotinamide